C(C)N1C2=C(N(C(C(C1)(F)F)=O)C)C=NC(=N2)NC2=C(C=C(C(=O)O)C=C2)OC 4-((9-ethyl-7,7-difluoro-5-methyl-6-oxo-6,7,8,9-tetrahydro-5H-pyrimido[4,5-b][1,4]diazepin-2-yl)amino)-3-methoxybenzoic acid